FC1=CC=C(C=C1)C(C(=O)NN)CC 2-(4-fluorophenyl)butanoylhydrazine